C(C)(=O)O.C(C)(=O)O.N1C=NC=C1 imidazole diacetate